COC=1C(=NC(=C(C1)CCCC(F)(F)F)OC)CCN 2-(3,6-dimethoxy-5-(4,4,4-trifluorobutyl)pyridin-2-yl)ethan-1-amine